C(C)C=1C(=C(C=CC1)C1=NN=NC=C1OCOCCCCCC)CC bis-ethylhexyl-oxymethoxyphenyl-triazine